ClC1=C(C=NNC(N)=N)C=CC(=C1)C 2-(2-Chloro-4-methylbenzylidene)hydrazinecarboximidamide